(2-methoxy-propyl)-6-(6-trifluoromethyl-pyridin-2-yl)-N'-(2-trifluoromethyl-pyridin-4-yl)-[1,3,5]triazine-2,4-diamine COC(CNC1=NC(=NC(=N1)NC1=CC(=NC=C1)C(F)(F)F)C1=NC(=CC=C1)C(F)(F)F)C